2-(4-(5-chloro-2-(1H-tetrazol-1-yl)phenyl)-2,5-dioxopiperazin-1-yl)-N-(4-hydroxycyclohexyl)-3-phenylpropanamide ClC=1C=CC(=C(C1)N1CC(N(CC1=O)C(C(=O)NC1CCC(CC1)O)CC1=CC=CC=C1)=O)N1N=NN=C1